(7S)-7-[(2R)-1,4-dioxan-2-ylmethyl]-3-[(3-fluoro-2-methoxyphenyl)amino]-2-(2-methylpyrimidin-4-yl)-1H,5H,6H,7H-pyrrolo[3,2-c]pyridin-4-one O1[C@@H](COCC1)C[C@@H]1C2=C(C(NC1)=O)C(=C(N2)C2=NC(=NC=C2)C)NC2=C(C(=CC=C2)F)OC